NC1=NC=CC2=C(C=CC=C12)C1=CC=C2CC[C@H](C2=C1)OC1=C(C(=CC=C1)OC(F)(F)F)CC(=O)O (R)-2-(2-((6-(1-aminoisoquinolin-5-yl)-2,3-dihydro-1H-inden-1-yl)oxy)-6-(trifluoromethoxy)phenyl)acetic acid